3-((3-fluoro-2-methoxyphenyl)amino)-2-(7-methyl-7H-pyrrolo[2,3-d]pyrimidin-4-yl)-1,5,6,7-tetrahydro-4H-pyrrolo[3,2-c]pyridin-4-one FC=1C(=C(C=CC1)NC1=C(NC2=C1C(NCC2)=O)C=2C1=C(N=CN2)N(C=C1)C)OC